ClC1=C(C=CC=C1)CC=1N(C(N(N1)CC(F)(F)F)=O)CC1CCCCCC1 5-[(2-chlorophenyl)methyl]-4-(cycloheptylmethyl)-2-(2,2,2-trifluoroethyl)-2,4-dihydro-3H-1,2,4-triazol-3-one